methyl (S)-3-(3-bromo-5-iodo-4-methoxyphenyl)-2-((tert-butoxycarbonyl)amino)propanoate BrC=1C=C(C=C(C1OC)I)C[C@@H](C(=O)OC)NC(=O)OC(C)(C)C